2-(6-chloropyridin-3-yl)-6-methoxy-1,3-benzothiazole ClC1=CC=C(C=N1)C=1SC2=C(N1)C=CC(=C2)OC